6-(4-fluorophenyl)-3-methyl-7-[1-(9H-purin-6-ylamino)ethyl]-5H-[1,3]thiazolo[3,2-a]pyrimidin-5-one Trifluoroacetic Acid Salt FC(C(=O)O)(F)F.FC1=CC=C(C=C1)C1=C(N=C2N(C1=O)C(=CS2)C)C(C)NC2=C1N=CNC1=NC=N2